BrC=1C=C2C3(CN(C2=CC1)C(=O)C1=CC(=CC=C1)S(=O)(=O)N1C[C@H](CC1)F)CCC1(CC3)CC1 (S)-(5''-bromodispiro[cyclopropane-1,1'-cyclohexane-4',3''-indolin]-1''-yl)(3-((3-fluoropyrrolidin-1-yl)sulfonyl)phenyl)methanone